(S)-9-(5-Chloro-thiophen-2-ylmethyl)-2-((3S,5S)-3,5-dimethylmorpholin-4-yl)-8-trifluoromethyl-6,7,8,9-tetrahydro-pyrimido[1,2-a]-pyrimidin-4-one ClC1=CC=C(S1)CN1[C@@H](CCN2C1=NC(=CC2=O)N2[C@H](COC[C@@H]2C)C)C(F)(F)F